2',5'-dichloro-[1,1'-biphenyl]-4-carboxylic acid ClC1=C(C=C(C=C1)Cl)C1=CC=C(C=C1)C(=O)O